FC=1C=C2C=3C=CC(=C(C3NC2=CC1)OCCN(C)C)OC 2-(6-fluoro-2-methoxy-9H-carbazol-1-yloxy)-N,N-dimethylethylamine